trans-4-[(7S)-6-(Methoxycarbonyl)-7-methyl-2-[2-(4-methyl-1H-pyrazol-1-yl)ethyl]-3H,6H,7H,8H,9H-imidazo[4,5-f]chinolin-3-yl]cyclohexan COC(=O)N1[C@H](CCC2=C3C(=CC=C12)N(C(=N3)CCN3N=CC(=C3)C)C3CCCCC3)C